2-[3-fluoro-2-(4-fluorophenyl)-6-vinyl-4-pyridyl]propan-2-ol FC=1C(=NC(=CC1C(C)(C)O)C=C)C1=CC=C(C=C1)F